1-(benzyloxy)-4-bromo-5-(ethyl-d5)-2-fluorobenzene C(C1=CC=CC=C1)OC1=C(C=C(C(=C1)C(C([2H])([2H])[2H])([2H])[2H])Br)F